C(C)(C)(C)OC(=O)N(C1=CC2=C(C(N(CC23CC3)CC(=O)OCC)=O)S1)C Ethyl 2-(2'-((tert-butoxycarbonyl)(methyl)amino)-7'-oxo-5'H-spiro[cyclopropane-1,4'-thieno[2,3-c]pyridin]-6'(7'H)-yl)acetate